C1(CCC1)C=1C=C(C(=O)NC2=CC=C(C=C2)S(=O)(=O)N2CCCC2)C=CC1OC 3-Cyclobutyl-4-methoxy-N-(4-(pyrrolidin-1-ylsulfonyl)phenyl)benzamide